FC=1C2=CN(N=C2C=C(C1)NC(=O)C=1C=CC(=C2C=CN=NC12)N1CCNCC1)C N-(4-fluoro-2-methylindazol-6-yl)-5-(piperazin-1-yl)cinnoline-8-carboxamide